FC(CO)(F)C=1C(=C(C=CC1)C(C)N[S@](=O)C(C)(C)C)F (R)-N-(1-(3-(1,1-difluoro-2-hydroxyethyl)-2-fluorophenyl)ethyl)-2-methylpropane-2-sulfinamide